Ethyl 6-((dimethylamino) methylene)-7-oxo-4,5,6,7-tetrahydrobenzo[b]thiophene-2-carboxylate CN(C)C=C1CCC2=C(SC(=C2)C(=O)OCC)C1=O